C1(CC1)NC(=O)C=1C=C(C2=C([C@H](CO2)C2=CC(=CC=C2)OC)C1)C(=O)NC |r| (+/-)-N5-cyclopropyl-3-(3-methoxyphenyl)-N7-methyl-2,3-dihydrobenzofuran-5,7-dicarboxamide